FC(C(=O)O)(F)F.ClC=1C(=C2C=NC(=NN2C1C(C)C)N[C@H]1[C@@H](CNCC1)F)F 6-chloro-5-fluoro-N-((3R,4R)-3-fluoropiperidin-4-yl)-7-isopropylpyrrolo[2,1-f][1,2,4]triazin-2-amine 2,2,2-trifluoroacetate